monoammonium tartrate C(=O)([O-])C(O)C(O)C(=O)O.[NH4+]